C(CCC)[N+](C)(C)CC N-butyl-N-ethyl-N,N-dimethyl-ammonium